2-((2-((S)-3-(difluoromethyl)-5-carbonylmorpholino)-5,6-dihydrobenzo[f]imidazo[1,2-d][1,4]oxazepin-9-yl)amino)propionamide FC([C@@H]1COCC(N1C=1N=C2N(CCOC3=C2C=CC(=C3)NC(C(=O)N)C)C1)=C=O)F